tert-butyl (3-(2-amino-5-fluorophenyl) prop-2-yn-1-yl)-carbamate NC1=C(C=C(C=C1)F)C#CCNC(OC(C)(C)C)=O